CN(C1CC2CCCC(C1)N2CCC#N)C2=NC(=CC(=N2)NC2=NNC(=C2)C)N2CCOCC2 3-((3-exo)-3-(methyl-(4-((5-methyl-1H-pyrazol-3-yl)amino)-6-morpholinopyrimidin-2-yl)amino)-9-azabicyclo[3.3.1]nonan-9-yl)propionitrile